NC1=C(N=C(S1)C1=C(C=CC=C1F)F)C(=O)NC=1C(=C2C(=NC1)NN=C2)N2CC(CCC2)N 5-amino-N-{4-[3-aminopiperidin-1-yl]-1H-pyrazolo[3,4-b]pyridin-5-yl}-2-(2,6-difluorophenyl)-1,3-thiazole-4-carboxamide